5-(5-(3,5-dichlorophenyl)-5-(trifluoromethyl)-4,5-dihydroisoxazol-3-yl)-N-(2,2-difluoroethyl)-3-methyl-5,6-dihydro-4H-thieno[2,3-c]pyrrole-2-carboxamide ClC=1C=C(C=C(C1)Cl)C1(CC(=NO1)N1CC2=C(C1)C(=C(S2)C(=O)NCC(F)F)C)C(F)(F)F